OC(C#CC=1C=CC2=C(N(C([C@H](CC2)NC(=O)N2N=CC(=C2)CC2=NC(=CC=C2)C)=O)C)C1)(C)C (S)-N-(8-(3-Hydroxy-3-methylbut-1-yn-1-yl)-1-methyl-2-oxo-2,3,4,5-tetrahydro-1H-benzo[b]azepin-3-yl)-4-((6-methylpyridin-2-yl)methyl)-1H-pyrazole-1-carboxamide